2-(5-(3,5-dichloro-4-fluorophenyl)-5-(trifluoromethyl)-4,5-dihydroisoxazol-3-yl)-N-(1-(hydroxymethyl)cyclopropyl)-2,3-dihydro-1H-pyrrolo[3,4-c]pyridine-6-carboxamide ClC=1C=C(C=C(C1F)Cl)C1(CC(=NO1)N1CC=2C=NC(=CC2C1)C(=O)NC1(CC1)CO)C(F)(F)F